C[C@H]1CN([C@@H](CO1)C1=CC=C(C=C1)B1OC(C(O1)(C)C)(C)C)C(=O)OC(C)(C)C tert-butyl (2S,5R)-2-methyl-5-(4-(4,4,5,5-tetramethyl-1,3,2-dioxaborolan-2-yl)phenyl)morpholine-4-carboxylate